ClC1=CC2=C(O[C@@H](CN(S2(=O)=O)CC2=C3C=CNC3=CC(=C2)C(CC(=O)O)C2=C(C3=C(N(N=N3)C)C(=C2)C2CC2)C)CC)N=C1 3-(4-{[(4R)-8-Chloro-4-ethyl-1,1-dioxido-3,4-dihydro-2H-pyrido[2,3-b][1,4,5]oxathiazepin-2-yl]methyl}-1H-indol-6-yl)-3-(7-cyclopropyl-1,4-dimethyl-1H-benzotriazol-5-yl)propanoic acid